2-(1H-imidazol-1-yl)-N-((1r,4r)-4-(2-(methylamino)-2-oxoethoxy)cyclohexyl)-5H-pyrrolo[3,2-d]pyrimidine-4-carboxamide N1(C=NC=C1)C=1N=C(C2=C(N1)C=CN2)C(=O)NC2CCC(CC2)OCC(=O)NC